Methyl 5-((4-((2-((3-chloro-4-(trifluoromethoxy)benzyl)amino)ethyl)amino)-4-oxobutyl)amino)benzo[c][2,6]naphthyridine-8-carboxylate ClC=1C=C(CNCCNC(CCCNC2=NC3=C(C4=CN=CC=C24)C=CC(=C3)C(=O)OC)=O)C=CC1OC(F)(F)F